OC1=NC=C(C=N1)N1N=C2C=3C=CN=C(CCCCC(C(NC2=C1)=O)C)C3 4-(2-hydroxypyrimidin-5-yl)-9-methyl-3,4,7,15-tetraazatricyclo[12.3.1.02,6]Octadeca-1(18),2,5,14,16-pentaen-8-one